6-chloro-3-(4-fluoro-2-methyl-phenoxy)pyridazine-4-carboxylic acid methyl ester COC(=O)C1=C(N=NC(=C1)Cl)OC1=C(C=C(C=C1)F)C